1-(3-chloro-5'-fluoro-2'-hydroxy-3'-(2-(4-(oxetan-3-yl)piperazin-1-yl)pyridin-4-yl)-[1,1'-biphenyl]-4-yl)-3-methyl-1H-imidazol-2(3H)-one ClC=1C=C(C=CC1N1C(N(C=C1)C)=O)C1=C(C(=CC(=C1)F)C1=CC(=NC=C1)N1CCN(CC1)C1COC1)O